OC=1C(=CC(CC1)(C(C)(C)CC)C(C)(C)CC)N1N=C2C(=N1)C=CC=C2 2-(2'-hydroxy-5',5'-di-tert-amylphenyl)benzotriazole